C(C)[C@@H]1NC[C@@H](NC[C@@H](NC1)CC)CC (2S,5S,8S)-2,5,8-triethyl-1,4,7-triazonane